1-ethyl-5-methyl-1H-benzo[d]Imidazole C(C)N1C=NC2=C1C=CC(=C2)C